dicyclohexyl-di-iso-propoxysilane C1(CCCCC1)[Si](OC(C)C)(OC(C)C)C1CCCCC1